N1=CC=C(C=C1)C=1N=C(C2=C(N1)C=NC=C2)N2CCC1(CCN(C1)[C@@H]1COCC1)CC2 (S)-2-(pyridin-4-yl)-4-(2-(tetrahydrofuran-3-yl)-2,8-diazaspiro[4.5]decan-8-yl)pyrido[3,4-d]pyrimidine